O[C@@H]1[C@@H]([C@H]([C@@]2(OC3=C([C@@]21O)C(=CC(=C3)OC)OC)C3=CC=C(C=C3)OC)C3=CC=CC=C3)NC=O |r| rac-N-((1R,2R,3R,3aR,8bS)-1,8b-dihydroxy-6,8-dimethoxy-3a-(4-methoxyphenyl)-3-phenyl-2,3,3a,8b-tetrahydro-1H-cyclopenta[b]benzofuran-2-yl)formamide